O=C1N(CCC(N1)=O)C1=CN=C2N1C=CC(=C2)C#CCO[C@@H]2[C@H](CN(CC2)C(=O)OC(C)(C)C)C tert-butyl (3S,4S)-4-[3-[3-(2,4-dioxohexahydropyrimidin-1-yl)imidazo[1,2-a]pyridin-7-yl]prop-2-ynoxy]-3-methyl-piperidine-1-carboxylate